6-(chlorosulfonyl)methylbenzofuran-2-carboxylic acid ethyl ester C(C)OC(=O)C=1OC2=C(C1)C=CC(=C2)CS(=O)(=O)Cl